C1(CC1)C1=CC(=CC(=N1)C=1OC2=C(N1)C=C(C(=C2F)F)C(C)(C)O)C2=C(C=C(C=C2)F)C2=NN=CN2C 2-(2-{6-cyclopropyl-4-[4-fluoro-2-(4-methyl-1,2,4-triazol-3-yl)phenyl]pyridin-2-yl}-6,7-difluoro-1,3-benzoxazol-5-yl)propan-2-ol